5-chloromethyl-4-isothiazolinon ClCC1=CC(NS1)=O